(4-chlorophenylthio)phenylacetic acid ClC1=CC=C(C=C1)SC(C(=O)O)C1=CC=CC=C1